((S)-2-(2-Chloro-3-fluorophenyl)-4-methylpiperazin-1-yl)-N-((R,E)-4-(methylsulfonyl)but-3-en-2-yl)pyrazine-2-carboxamide ClC1=C(C=CC=C1F)[C@@H]1N(CCN(C1)C)C=1C(=NC=CN1)C(=O)N[C@H](C)\C=C\S(=O)(=O)C